6-((1-Cyanocyclopropyl)methoxy)-4-(6-(6-((6-(methoxy-d3)pyridin-3-yl)methyl)-3,6-diazabicyclo[3.1.1]heptan-3-yl)pyridin-3-yl)pyrazolo[1,5-a]pyridine-3-carbonitrile C(#N)C1(CC1)COC=1C=C(C=2N(C1)N=CC2C#N)C=2C=NC(=CC2)N2CC1N(C(C2)C1)CC=1C=NC(=CC1)OC([2H])([2H])[2H]